(S)-(3-(5,5-dimethylpyrrolidin-3-yl)propyl)carbamic acid benzyl ester HCl Cl.C(C1=CC=CC=C1)OC(NCCC[C@@H]1CNC(C1)(C)C)=O